C12=CC=C(C=3C4=CC=C(C13)C4)C2 1,4:5,8-dimethanonaphthalene